2-cyclopropyl-N-(1,1-dimethylsilocan-5-yl)-4H-pyrrolo[2,3-d]thiazole-5-carboxamide C1(CC1)C=1SC2=C(N1)NC(=C2)C(=O)NC2CCC[Si](CCC2)(C)C